(E)-2-((3,7-dimethyl-2,6-octadien-1-yl)oxy)tetrahydrofuran C\C(=C/COC1OCCC1)\CCC=C(C)C